ClC1=NC=CC(=N1)NN (2-chloropyrimidine-4-yl)hydrazine